C(=O)(O)CCCC=1N(C=C[NH+]1)C=C 3-carboxypropyl-1-vinylimidazolium